2-(4-nitro-1H-pyrazole-1-yl)ethanol [N+](=O)([O-])C=1C=NN(C1)CCO